C1(=CC=CC=C1)[2H] benzene-1-d